C(C)OC(=O)C1=C(N=C2N1N=C(C=C2)Cl)C=2C=NC(=CC2)C.FC(=C/C=C/C2=CC=CC=C2)F (E)-(4,4-difluorobutane-1,3-dien-1-yl)benzene Ethyl-6-chloro-2-(6-methylpyridin-3-yl)imidazo[1,2-b]pyridazine-3-carboxylate